Cl.FC1=C(C=CC(=C1F)OC)C1=CN=C2N1C=CN=C2NC2=CC(=C(C(=O)N1CCN(CC1)C(=O)[C@H]1NC[C@H](C1)COC)C=C2)C (4-(4-((3-(2,3-difluoro-4-methoxyphenyl)imidazo[1,2-a]pyrazin-8-yl)amino)-2-methylbenzoyl)piperazin-1-yl)((2S,4S)-4-(methoxymethyl)pyrrolidin-2-yl)methanone hydrochloride